FC(C(=O)O)(F)F.C(C)(=O)N1CC(C1)CNC(=O)C=1C(=C(C(=CC1)OCCOC)F)C1=C(C=CC(=C1)C(CNC1CCC(CC1)N)C1=CC=CC=C1)Cl N-((1-Acetylazetidin-3-yl)methyl)-5'-(2-(((1r,4r)-4-aminocyclohexyl)amino)-1-phenylethyl)-2'-chloro-6-fluoro-5-(2-methoxyethoxy)-[1,1'-biphenyl]-2-carboxamide trifluoroacetate